acetamidobenzyl bromide C(C)(=O)NC(C1=CC=CC=C1)Br